C1=NC=CC2=CC=C(C=C12)OC=1N=NNC1C(=O)O 4-(isoquinolin-7-yloxy)-1H-1,2,3-triazole-5-carboxylic acid